undecylacrylonitrile C(CCCCCCCCCC)C(C#N)=C